(1S)-1-[4-methyl-5-(4,4,5,5-tetramethyl-1,3,2-dioxaborolan-2-yl)pyridin-2-yl]ethanol CC1=CC(=NC=C1B1OC(C(O1)(C)C)(C)C)[C@H](C)O